OCCS(=O)(=O)CC(CCCC(C(=O)NNC)(C)C=1C=C(C=CC1)C[C@@H](C(=O)OC)C)(C)C methyl (2S)-3-(3-(7-((2-hydroxyethyl)sulfonyl)-2,6,6-trimethyl-1-(2-methylhydrazineyl)-1-oxoheptan-2-yl)phenyl)-2-methylpropanoate